C(C1=CC=CC=C1)C1=NN(C=N1)CC1=CC=C(C=C1)C=C 3-benzyl-1-(4-vinylbenzyl)-1H-1,2,4-triazole